2-(6-{5-chloro-2-[(oxan-4-yl)amino]pyrimidin-4-yl}-1-oxo-2,3-dihydro-1H-isoindol-2-yl)-N-[1-(1-ethyl-1H-pyrazol-3-yl)ethyl]acetamide ClC=1C(=NC(=NC1)NC1CCOCC1)C1=CC=C2CN(C(C2=C1)=O)CC(=O)NC(C)C1=NN(C=C1)CC